trifluoroethoxyethyl acrylate C(C=C)(=O)OCCOCC(F)(F)F